N1(C2C(CC1)NCC2)C2=NC=1N(C=C2)N=CC1C=1C(=NC=CC1)OC 5-(hexahydropyrrolo[3,2-b]pyrrol-1(2H)-yl)-3-(2-methoxypyridin-3-yl)pyrazolo[1,5-a]pyrimidine